COC([C@@H](NC1=NC(=NC(=N1)NCCN(C)C)NC1=CC=NC=C1)CCCCN)=O (4-((2-(dimethylamino)ethyl)amino)-6-(pyridin-4-ylamino)-1,3,5-triazin-2-yl)-L-lysine methyl ester